5-((2-(4-(t-butyl)phenyl)pyridin-4-yl)methylene)thiazolidine-2,4-dione C(C)(C)(C)C1=CC=C(C=C1)C1=NC=CC(=C1)C=C1C(NC(S1)=O)=O